1-[7-[2-(2-chlorophenyl)-4,4-dimethyl-piperidine-1-carbonyl]-5,5-difluoro-2,7-diazaspiro[3.5]nonan-2-yl]prop-2-en-1-one ClC1=C(C=CC=C1)C1N(CCC(C1)(C)C)C(=O)N1CC(C2(CN(C2)C(C=C)=O)CC1)(F)F